BrC=1C=NC=C(C1)OC1CCN(CC1)C 3-bromo-5-((1-methylpiperidin-4-yl)oxy)pyridine